ClCCNC(O)=O chloroethyl-carbamic acid